O=C1N(C(C=C1)=O)CC(=O)O.ClC1=C(C=CC(=C1)Cl)[C@@H](C)C1=CC=CC=C1 (S)-2,4-dichloro-1-(1-phenylethyl)benzene 2-(2,5-dioxo-2,5-dihydro-1H-pyrrol-1-yl)acetate